lead gallium [Ga].[Pb]